(2R,3S,5R)-2-(((tert-butyldiphenylsilyl)oxy)methyl)-2-ethynyl-5-(2-fluoro-6-(((4-methoxyphenyl)diphenylmethyl)amino)-9H-purin-9-yl)tetrahydrofuran-3-yl acetate C(C)(=O)O[C@@H]1[C@@](O[C@H](C1)N1C2=NC(=NC(=C2N=C1)NC(C1=CC=CC=C1)(C1=CC=CC=C1)C1=CC=C(C=C1)OC)F)(C#C)CO[Si](C1=CC=CC=C1)(C1=CC=CC=C1)C(C)(C)C